BrC=1C=C2C(=C(N1)C(=O)OC)OC(=C2)C(N)=O methyl 5-bromo-2-carbamoylfuro[2,3-c]pyridine-7-carboxylate